N[C@@](C)(C1=CC=C(C=C1)F)C=1C=NC(=NC1)N1CCN(CC1)C1=NC=NN2C1=CC(=C2)C=2C=NN(C2)[C@H](CO)C (S)-2-(4-(4-(4-(5-((S)-1-Amino-1-(4-fluorophenyl)ethyl)pyrimidin-2-yl)piperazin-1-yl)pyrrolo[2,1-f][1,2,4]triazin-6-yl)-1H-pyrazol-1-yl)propan-1-ol